FC(O[C@H]1C[C@H](C1)C=1SC=C(N1)C12CC(C1)(C2)NC(OC(C)(C)C)=O)(F)F tert-butyl (3-(2-(cis-3-(trifluoromethoxy)cyclobutyl)thiazol-4-yl)bicyclo[1.1.1]pentan-1-yl)carbamate